(E)-3-(4-hydroxy-3-methoxyphenyl)-N-((1-(2-methylbenzyl)-1H-1,2,3-triazol-4-yl)methyl)acrylamide ethyl-4-cyclopropyl-3-(4-methylpyridin-3-yl)-1,2-thiazole-5-carboxylate C(C)OC(=O)C1=C(C(=NS1)C=1C=NC=CC1C)C1CC1.OC1=C(C=C(C=C1)/C=C/C(=O)NCC=1N=NN(C1)CC1=C(C=CC=C1)C)OC